(S)-(4-(4-chloropyrazolo[1,5-a]pyridin-2-yl)-6,7-dihydro-1H-imidazo[4,5-c]pyridin-5(4H)-yl)(6-cyclopropylpyrazolo[1,5-a]pyridin-3-yl)methanone ClC=1C=2N(C=CC1)N=C(C2)[C@H]2N(CCC1=C2N=CN1)C(=O)C=1C=NN2C1C=CC(=C2)C2CC2